O1C(=CC2=C1C=CC=C2)S(=O)(=O)NC2=C(C=CC=C2)C#CC=2C=CC(=NC2)C(=O)O 5-{2-[2-(1-benzofuran-2-sulfonamido)phenyl]ethynyl}pyridine-2-carboxylic acid